(S)-N-(6-(1,4-diazepan-1-yl)-1,2,3,4-tetrahydronaphthalen-2-yl)-7-amino-3-methylthieno[2,3-b]pyrazine-6-carboxamide N1(CCNCCC1)C=1C=C2CC[C@@H](CC2=CC1)NC(=O)C1=C(C=2C(=NC(=CN2)C)S1)N